6-(4-(4-cyanophenyl)-5-hydroxy-3-methyl-1H-pyrazol-1-yl)-N-(methylsulfonyl)nicotinamide (formate) C(=O)O.C(#N)C1=CC=C(C=C1)C=1C(=NN(C1O)C1=NC=C(C(=O)NS(=O)(=O)C)C=C1)C